C(C)N1N=C(C(=C1)C=1NC(C=C(C1)C1=CC(=NC=C1)NC(C)=O)=O)C(F)(F)F N-[4-[2-[1-ethyl-3-(trifluoromethyl)pyrazol-4-yl]-6-oxo-1H-pyridin-4-yl]-2-pyridyl]acetamide